FC(C1=NN=C(O1)C=1C=CC(=NC1)CN1C(N(CC2=CC=CC=C12)C1CN(C1)C)=O)F 1-((5-(5-(difluoromethyl)-1,3,4-oxadiazol-2-yl)pyridin-2-yl)methyl)-3-(1-methylazetidin-3-yl)-3,4-dihydroquinazolin-2(1H)-one